OC(CCC)C1=NC=C(C(=N1)C)C=1C(N(C2=CC(=NC=C2C1)NC(=O)C1CC1)C)=O N-(3-(2-(1-hydroxybutyl)-4-methylpyrimidin-5-yl)-1-methyl-2-oxo-1,2-dihydro-1,6-naphthyridin-7-yl)cyclopropanecarboxamide